CNC1=C(C=C(C=C1)S(F)(F)(F)(F)F)NC(=O)C1=NC=CC=C1Cl 3-chloro-pyridine-2-carboxylic acid (2-methylamino-5-pentafluorosulfanyl-phenyl)-amide